C(C)(C)(C)OC(=O)N[C@@H]([C@@H](C(=O)N[C@H](C(=O)O)C1CCCCC1)O)CC1=CC=CC=C1 (2S)-2-[[(2S,3R)-3-(tert-butoxycarbonylamino)-2-hydroxy-4-phenyl-butanoyl]amino]-2-cyclohexyl-acetic acid